N-((3-fluorooxetan-3-yl)methyl)-5-(3-(2-methoxyethyl)-2-methyl-3H-imidazo[4,5-b]pyridin-5-yl)pyrrolo[2,1-f][1,2,4]triazin-2-amine FC1(COC1)CNC1=NN2C(C=N1)=C(C=C2)C2=CC=C1C(=N2)N(C(=N1)C)CCOC